FC1=C(C=C(C=C1)C=1C=C2C(=NC1)C=NN2CC=2C(=NC=CC2)C)C 6-(4-Fluoro-3-methyl-phenyl)-1-[(2-methyl-3-pyridyl)methyl]pyrazolo[4,3-b]pyridine